Cl.NC/C(/CN1N=C2C(C(N(CC2)C(C)(C)CC)=O)=C1)=C\F (E)-2-(2-(aminomethyl)-3-fluoroallyl)-5-(tert-pentyl)-2,5,6,7-tetrahydro-4H-pyrazolo[4,3-c]pyridin-4-one hydrochloride